N-tert-Butyl-6-({3-cyano-6-[(cyclopropylmethyl)amino]imidazo[1,2-b]pyridazin-8-yl}amino)pyridin-3-carboxamid C(C)(C)(C)NC(=O)C=1C=NC(=CC1)NC=1C=2N(N=C(C1)NCC1CC1)C(=CN2)C#N